methyl ((1R,6R,E)-6-(((4-(hydroxymethyl)phenyl)carbamoyl)oxy)-1-methylcyclooct-4-ene-1-carbonyl)glycinate OCC1=CC=C(C=C1)NC(=O)O[C@H]1/C=C/CC[C@](CC1)(C(=O)NCC(=O)OC)C